COCCOCCOC1=CSC2=C1SC(=C2)S2C(=C(C=1SC(=CC12)C1=CC=C(C2=NSN=C21)C(CCCCC)CCCCC)[N+](=O)[O-])[N+](=O)[O-] 4-[6-(2-methoxyethoxy)ethoxythieno[3,2-b]thiophen-2-yl]-5,6-dinitro-7-(6-undecyl)thieno[3,2-b]thiophen-2-ylbenzo[C][1,2,5]thiadiazole